CCCCCCCCC1=CC=C(C=C1)CCC(CO)(CO)[NH3+] The molecule is an organic cation that is the conjugate acid of fingolimod. It is an ammonium ion derivative and an organic cation. It is a conjugate acid of a fingolimod.